BrC1=CC(=C(C(=C1)N)N)Cl 5-bromo-3-chlorobenzene-1,2-diamine